C(C)OC([C@@H](C[C@@H](CC1=CC=C(C=C1)C1=CC=CC=C1)NC(CCC(=O)O)=O)C)=O (2R,4S)-4-(3-carboxy-1-oxopropylamino)-5-([1,1'-biphenyl]-4-yl)-2-methylpentanoic acid ethyl ester